Aluminium Terephthalate C(C1=CC=C(C(=O)[O-])C=C1)(=O)[O-].[Al+3].C(C1=CC=C(C(=O)[O-])C=C1)(=O)[O-].C(C1=CC=C(C(=O)[O-])C=C1)(=O)[O-].[Al+3]